ClCC=1N=C2N(C=C(C=C2N2C(NCC2)=O)C2C(C2)(F)F)C1 1-(2-(chloromethyl)-6-(2,2-difluorocyclopropyl)imidazo[1,2-a]pyridin-8-yl)imidazolidin-2-one